natrium citrat dihydrate O.O.C(CC(O)(C(=O)[O-])CC(=O)[O-])(=O)[O-].[Na+].[Na+].[Na+]